[Si](C)(C)(C(C)(C)C)OCC=1C=C(C=C(C1)CO[Si](C)(C)C(C)(C)C)C#C 3,5-bis(tert-butyldimethylsilyloxymethyl)phenylacetylene